NC=1N=C(SC1C(C1=CC=C(C=C1)OCC(=O)N(C)CC1=CC=CC=C1)=O)N(C1=CC=C(C=C1)F)C(C(=O)N)C (N-[4-amino-5-[4-[2-[benzyl(methyl)amino]-2-oxo-ethoxy]benzoyl]thiazol-2-yl]-4-fluoro-anilino)propanamide